COCCOC=1N=CC=2N=C(NC(C2N1)=O)C 6-(2-Methoxyethoxy)-2-methylpyrimido[5,4-d]pyrimidin-4(3H)-one